C(C)(=O)S(=O)(=O)C methyl acetyl sulfone